FC1=CC=C(CC=2N(C(N(C2)C2CCN(CC2)C)=O)CC2=CC=C(C=C2)OCC(C)C)C=C1 4-(4-fluorobenzyl)-3-(4-isobutoxybenzyl)-1-(1-methylpiperidin-4-yl)-1,3-dihydro-2H-imidazole-2-one